Ethyl 4-{[(1S)-2-hydroxy-1-(1H-indol-3-ylmethyl)ethyl]amino}-2-{[3-methyl-4-(methylsulfonyl)phenyl]amino}pyrimidine-5-carboxylate OC[C@H](CC1=CNC2=CC=CC=C12)NC1=NC(=NC=C1C(=O)OCC)NC1=CC(=C(C=C1)S(=O)(=O)C)C